NC=1C(N(N(C1N)CCO)CCO)=O 4,5-diamino-1,2-di(2-hydroxyethyl)-1,2-dihydropyrazol-3-one